CC(C)(C)[O-].[Na+] sodium 2-methyl-propan-2-olate